C(=O)O.FC1=C(OCC#N)C=CC(=C1F)C1=CN=C2N1C=CN=C2NC2=CC(=C(C=C2)C(=O)N2CCN(CC2)C(=O)[C@H]2[C@H](CNCC2)O)C 2-[2,3-difluoro-4-[8-[4-[4-[(3R,4R)-3-hydroxypiperidine-4-carbonyl]piperazine-1-carbonyl]-3-methyl-anilino]imidazo[1,2-a]pyrazin-3-yl]phenoxy]acetonitrile formate